[4-Isopropylamino-6-(2-trifluoromethyl-pyridin-4-ylamino)-[1,3,5]triazin-2-yl]-phenol C(C)(C)NC1=NC(=NC(=N1)NC1=CC(=NC=C1)C(F)(F)F)C1=C(C=CC=C1)O